N-((1H-imidazol-4-yl)methyl)-4-(4-methylthiazol-5-yl)thiophen-3-amine N1C=NC(=C1)CNC1=CSC=C1C1=C(N=CS1)C